C(CCCCCCCCCCCCCCC)(=O)OC(CC)OC(CCCCCCCCCCCCCCC)=O propanediol dipalmitate